FC(C1(CCC(CC1)C1=CC=C(C=C1)C1=CC=C(C=C1)Cl)C(F)(F)F)(F)F 4-(4,4-bis(trifluoromethyl)cyclohexyl)-4'-chloro-1,1'-biphenyl